4-(4-(3-(4-chloro-3-(trifluoromethyl)phenyl)-2-oxotetrahydroimidazol-1-yl)-3-fluorophenoxy)-N-methylpyridine-2-carboxamide ClC1=C(C=C(C=C1)N1C(N(CC1)C1=C(C=C(OC2=CC(=NC=C2)C(=O)NC)C=C1)F)=O)C(F)(F)F